(S)-N-(2-(2-cyano-4,4-difluoropyrrolidine-1-yl)-2-ethoxy)-6-(3-(piperazine-1-yl)propoxy)quinoline-4-formamide C(#N)C1N(CC(C1)(F)F)[C@H](C)ONC(=O)C1=CC=NC2=CC=C(C=C12)OCCCN1CCNCC1